N-(5-(4-(4-((dimethylamino)methyl)-3-phenyl-1H-pyrazol-1-yl)pyrimidin-2-ylamino)-4-methoxy-2-morpholinophenyl)acrylamide methanesulfonate CS(=O)(=O)O.CN(C)CC=1C(=NN(C1)C1=NC(=NC=C1)NC=1C(=CC(=C(C1)NC(C=C)=O)N1CCOCC1)OC)C1=CC=CC=C1